L-glycyl-L-hydroxyproline NCC(=O)N1[C@@H](C[C@@H](O)C1)C(=O)O